2-(5-(Benzyl(methyl)amino)-3-hydroxy-4,5,6,7-tetrahydro-2H-indazol-2-yl)pyrimidin-5-carboxylic acid C(C1=CC=CC=C1)N(C1CC2=C(N(N=C2CC1)C1=NC=C(C=N1)C(=O)O)O)C